N-(1-(2,2-Difluoroethyl)piperidin-4-yl)-4-methoxy-5-(quinolin-6-yl)pyrrolo[2,1-f][1,2,4]triazin-2-amine FC(CN1CCC(CC1)NC1=NN2C(C(=N1)OC)=C(C=C2)C=2C=C1C=CC=NC1=CC2)F